FC1=CC=CC(=N1)NC1=C(C(=O)NOC)C=CC=N1 ((6-fluoropyridin-2-yl)amino)-N-methoxynicotinamide